FC=1C(=NC=C(C1)[N+](=O)[O-])OC=1C=CN=C2C=C(C(=NC12)OC)OCC1=CC=C(C=C1)OC 8-((3-Fluoro-5-nitropyridin-2-yl)oxy)-2-methoxy-3-((4-methoxybenzyl)oxy)-1,5-naphthyridine